1-(2-Aminoethyl)-6-chloro-N-(3,4-dichlorobenzyl)-9H-carbazol-3-amine NCCC1=CC(=CC=2C3=CC(=CC=C3NC12)Cl)NCC1=CC(=C(C=C1)Cl)Cl